COC=1C=C2C(=C(NC2=CC1)C)C=NN 2-((5-methoxy-2-methyl-1H-indole-3-yl)methylene)-hydrazine